FCCCN1C[C@@H](CC1)OC=1C(=C(C=CC1)C1=CCCCC2=C1C=CC(=C2)C(=O)OC)C methyl (R)-9-(3-((1-(3-fluoropropyl)pyrrolidin-3-yl)oxy)-2-methylphenyl)-6,7-dihydro-5H-benzo[7]annulene-3-carboxylate